ClC1=C(OCC2=CC=C(C(=O)N(C)C)C=C2)C=CC(=C1)C=O 4-((2-Chloro-4-formylphenoxy)methyl)-N,N-di-methylbenzamide